2-(hydroxymethyl)-2-({2-methyl-5-[(pyridin-2-yl)methoxy]-2H-indazol-3-yl}formamido)butanamide OCC(C(=O)N)(CC)NC(=O)C=1N(N=C2C=CC(=CC12)OCC1=NC=CC=C1)C